Tert-butyl (1-cyclohexyl-2-((4-(3,5-dimethyl-1-((2-(trimethylsilyl)ethoxy) methyl)-1H-pyrazol-4-yl)phenyl)amino)-2-oxoethyl-1-d)carbamate C1(CCCCC1)C(C(=O)NC1=CC=C(C=C1)C=1C(=NN(C1C)COCC[Si](C)(C)C)C)([2H])NC(OC(C)(C)C)=O